CC1=CC(=NC(=C1)C)OC1=CC(=C(C=C1)C(C1=CNC2=C1C1=C(NC([C@](N1)(C)COC)=O)C=N2)O)F (2S)-9-((4-((4,6-dimethylpyridin-2-yl)oxy)-2-fluorophenyl)(hydroxyl)methyl)-2-(methoxymethyl)-2-methyl-1,2,4,7-tetrahydro-3H-pyrrolo[3',2':5,6]pyrido[3,4-b]pyrazin-3-one